4-Chloro-5-fluoro-2-(methylthio)pyrimidine ClC1=NC(=NC=C1F)SC